NC=1C(=CC=2C3(C4=CC(=C(C=C4OC2C1)N)CC)NC(C1=CC=CC=C13)=O)CC 3',6'-diamino-2',7'-diethylspiro[isoindoline-1,9'-xanthen]-3-one